4-amino-7-fluoro-1-methyl-1H-pyrazolo[4,3-c]quinoline-8-carbonyl chloride NC1=NC=2C=C(C(=CC2C2=C1C=NN2C)C(=O)Cl)F